FC=1C=C2C(C3=NC4=CC=C(C=C4C(N3C2=CC1)=O)C(=O)N)=O 8-fluoro-6,12-dioxo-6h,12h-indolo[2,1-b]quinazoline-2-carboxamide